1,1,1,3,3,3-Hexafluoropropan-2-yl 2-(4-morpholinyl-3-(trifluoromethyl) benzyl)-2,8-diazaspiro[4.5]decane-8-carboxylate N1(CCOCC1)C1=C(C=C(CN2CC3(CC2)CCN(CC3)C(=O)OC(C(F)(F)F)C(F)(F)F)C=C1)C(F)(F)F